FC1(C(OC(C1O)CO)N1C(N=C(C=C1)NC(CCC(=O)NCC1=CC=C(C(=O)NC2=C(C=CC=C2)NC(OC(C)(C)C)=O)C=C1)=O)=O)F tert-butyl (2-(4-((4-((1-(3,3-difluoro-4-hydroxy-5-(hydroxymethyl)-tetrahydrofuran-2-yl)-2-oxo-1,2-dihydropyrimidin-4-yl)amino)-4-oxobutanamido)-methyl)-benzamido)-phenyl)carbamate